N-(2-methoxyethyl)-N-propyl-carbamoyl chloride COCCN(C(=O)Cl)CCC